4-[4-[2-[1-(6,7-dihydro-5H-pyrrolo[1,2-c]imidazol-1-yl)-2-ethoxy-2-oxo-ethyl]-7-fluoro-3-oxo-isoindol-5-yl]phenyl]piperidine-1-carboxylic acid tert-butyl ester C(C)(C)(C)OC(=O)N1CCC(CC1)C1=CC=C(C=C1)C=1C=C2C(N(CC2=C(C1)F)C(C(=O)OCC)C1=C2N(C=N1)CCC2)=O